9-[4-(2-hydroxyethoxy)phenyl]thianthrene hexafluorophosphate F[P-](F)(F)(F)(F)F.OCCOC1=CC=C(C=C1)C=1C=CC=C2SC=3C=CC=CC3SC12